adenosine 5'-diphosphate sodium [Na+].P([O-])(=O)(OP(=O)([O-])[O-])OC[C@@H]1[C@H]([C@H]([C@@H](O1)N1C=NC=2C(N)=NC=NC12)O)O.[Na+].[Na+]